(R)-4-(5-amino-3-oxo-4-((((phenyl-d5)methyl-d2)sulfonyl)oxy)-2,3-dihydrofuran-2-yl-2-d)benzoic acid-d NC1=C(C([C@@](O1)([2H])C1=CC=C(C(=O)O[2H])C=C1)=O)OS(=O)(=O)C([2H])([2H])C1=C(C(=C(C(=C1[2H])[2H])[2H])[2H])[2H]